ClC(CO)(CCl)C 2,3-dichloro-2-methyl-propanol